(R)-2-(2-methylpyrrolidin-1-yl)-N-(6-(thiazol-5-yl)isoquinolin-3-yl)acetamide C[C@H]1N(CCC1)CC(=O)NC=1N=CC2=CC=C(C=C2C1)C1=CN=CS1